vinyl-tri(tert-butylperoxy)silane C(=C)[Si](OOC(C)(C)C)(OOC(C)(C)C)OOC(C)(C)C